CC1=NOC=C1C(=O)N[C@H](C(NC1=CC=C2C(=C1)NC(C21CCOCC1)=O)=O)C1CCC(CC1)C 3-Methyl-N-{(1S)-1-(4-methylcyclohexyl)-2-oxo-2-[(2-oxospiro[indoline-3,4'-tetrahydro-pyran]-6-yl)amino]ethyl}isoxazole-4-carboxamide